N-(7-amino-2-(4-cyanophenyl)-6-fluoro-4-oxo-4H-chromen-8-yl)-2,2-difluoroacetamide NC1=C(C=C2C(C=C(OC2=C1NC(C(F)F)=O)C1=CC=C(C=C1)C#N)=O)F